N(=[N+]=[N-])C=1N(CC[N+]1CCCCCCCCCCCCCCCC)CCCCCCCCCCCCCCCC azido-1,3-dihexadecyl-4,5-dihydro-1H-imidazol-3-ium